7-(((2S,5R)-5-((2-methylphenyl)sulfonamido)tetrahydro-2H-pyran-2-yl)methyl)-2,7-diazaspiro[3.5]nonan CC1=C(C=CC=C1)S(=O)(=O)N[C@@H]1CC[C@H](OC1)CN1CCC2(CNC2)CC1